2-methoxy-5-isobutanoylamino-N-(1-(3-(thiazol-2-yl)phenyl)ethyl)benzamide COC1=C(C(=O)NC(C)C2=CC(=CC=C2)C=2SC=CN2)C=C(C=C1)NC(C(C)C)=O